CC1=CC=C(C=C1)S(=O)(=O)OC=1C2=C(N=C(N1)OC[C@]13CCCN3C[C@@H](C1)F)CN(CC2)C2=CC(=CC1=CC=C(C(=C21)CC)F)O 7-(8-ethyl-7-fluoro-3-hydroxynaphthalen-1-yl)-2-(((2R,7aS)-2-fluorotetrahydro-1H-pyrrolizin-7a(5H)-yl)methoxy)-5,6,7,8-tetrahydropyrido[3,4-d]pyrimidin-4-yl 4-methylbenzenesulfonate